N[C@@H](CCCCN)C(=O)ON1C(CCC1=O)=O L-lysine, succinimidyl ester